C(C)(C)(C)C1(C(C=CC=C1C(C)C)N1N=C2C(=N1)C=CC(=C2)S(=O)(=O)O)O 2-(2-tert-butyl-2-hydroxy-3-prop-2-ylphenyl)-benzotriazole-5-sulfonic acid